Cl.COC(=O)[C@@]1(CNCC[C@@H]1C(F)F)C([2H])([2H])[2H] |r| (±)-(3S,4S)-4-(difluoromethyl)-3-(methyl-d3)piperidine-3-carboxylic acid methyl ester hydrochloride